2-(4-(2-(4-fluorobenzyl)-2H-tetrazol-5-yl)-2-methoxyphenylsulfonamido)acetamide FC1=CC=C(CN2N=C(N=N2)C2=CC(=C(C=C2)S(=O)(=O)NCC(=O)N)OC)C=C1